tert-Butyl (1S,4S)-5-(4-((5-bromo-3-fluoropyridin-2-yl)amino)pyrido[3,2-d]pyrimidin-6-yl)-2,5-diazabicyclo[2.2.1]heptane-2-carboxylate BrC=1C=C(C(=NC1)NC=1C2=C(N=CN1)C=CC(=N2)N2[C@@H]1CN([C@H](C2)C1)C(=O)OC(C)(C)C)F